F[C@H]1CN(CC1)CCC=O 3-((R)-3-fluoropyrrolidin-1-yl)propane-1-one